(2,6-Dichloropyridin-4-yl)methyl O-isopropyl-L-homoserinate hydrochloride Cl.C(C)(C)OCC[C@H](N)C(=O)OCC1=CC(=NC(=C1)Cl)Cl